(2S,3S,4S)-2-(1-Aminoethyl)-5-chloro-6-fluoro-3-methyl-2-phenyl-2,3-dihydrobenzofuran NC(C)[C@@]1(OC2=C([C@@H]1C)C=C(C(=C2)F)Cl)C2=CC=CC=C2